C(C)(C)(C)[S@](=O)\N=C\CCCCC1=CC=C2CCCN(C2=N1)C(=O)OC(C)(C)C tert-butyl (S,E)-7-(5-((tert-butylsulfinyl)imino)pentyl)-3,4-dihydro-1,8-naphthyridine-1(2H)-carboxylate